3-[5-(3-hydroxypropyl)-3-methyl-2-oxo-benzimidazol-1-yl]piperidine-2,6-dione OCCCC1=CC2=C(N(C(N2C)=O)C2C(NC(CC2)=O)=O)C=C1